FC(OC1=C(C(=O)O)C=CC(=C1)C1=CN(C(C(=C1C)C)=O)C)(F)F 2-(trifluoromethoxy)-4-(1,4,5-trimethyl-6-oxo-3-pyridinyl)benzoic acid